N-[1H-imidazol-2-ylmethyl]-N,N'-bis(2-pyridylmethyl)-1,4-xylylenediamine N1C(=NC=C1)CN(CC1=CC=C(C=C1)CNCC1=NC=CC=C1)CC1=NC=CC=C1